ClC1=C(C(=CC=C1Cl)O)[C@@H]1C[C@H]2N(C([C@H](NC2=O)CC)=O)CC1 (8S,9aR)-8-(2,3-dichloro-6-hydroxyphenyl)-3-(3R)-ethyl-hexahydro-2H-pyrido[1,2-a]pyrazine-1,4-dione